CS(=O)(=O)OCCC1CCCCC1 2-cyclohexylethyl methanesulfonate